C(=O)C1CN(C1)C1=NOC(=C1)[C@@H](C(=O)N1C(CC(C1)O)C(=O)N[C@@H](C)C1=CC=C(C=C1)C1=C(N=CS1)C)C(C)C 1-[(2S)-2-[3-(3-formylazetidin-1-yl)isoxazol-5-yl]-3-methyl-butanoyl]-4-hydroxy-N-[(1S)-1-[4-(4-methylthiazol-5-yl)phenyl]ethyl]pyrrolidine-2-carboxamide